tert-butyl N-[[5-[2-[(1-methylsulfonylpiperidin-4-yl)amino]-5-(trifluoromethyl)pyrimidin-4-yl]-1,3-thiazol-2-yl]methyl]carbamate CS(=O)(=O)N1CCC(CC1)NC1=NC=C(C(=N1)C1=CN=C(S1)CNC(OC(C)(C)C)=O)C(F)(F)F